FC=1C=C(C=CC1)NCCN1N=C(C=C1)N (2-((3-fluorophenyl)amino)ethyl)-1H-pyrazol-3-amine